azatricyclo[7.3.1.05,13]trideca-5(13),6,8-triene N12CCCC=3C=CC=C(CCC1)C23